FC1=CN=C(C2=CC(=CC=C12)F)C(C)(C)NC(=O)[C@@H]1CN[C@@H](CO1)CO (2S,5R)-N-(2-(4,7-difluoroisoquinolin-1-yl)propan-2-yl)-5-(hydroxymethyl)morpholine-2-carboxamide